3-pyrrolidinol N1CC(CC1)O